OC=1C=C(C=C(C(=O)OC)C#N)C=CC1 methyl 3-hydroxy-α-cyanocinnamate